F[C@H]1[C@](CC2(OCCO2)CC1)(C)CN1C=NC2=C1C=C(C=C2)C#N (((7s,8r)-8-fluoro-7-methyl-1,4-dioxaspiro[4.5]decan-7-yl)methyl)-1H-benzo[d]imidazole-6-carbonitrile